CN(C1(CCC2(CNC(N2CC(C)C)=O)CC1)C1=CC=CC=C1)C 8-(dimethylamino)-1-isobutyl-8-phenyl-1,3-diazaspiro[4.5]decan-2-one